3-(3,5-dimethyl-1-(3-methyl-[1,2,4]triazolo[4,3-b]pyridazin-6-yl)-1H-pyrazol-4-yl)-1-(4-(3-fluoro-5-(1H-tetrazol-5-yl)benzyl)piperazin-1-yl)propan-1-one CC1=NN(C(=C1CCC(=O)N1CCN(CC1)CC1=CC(=CC(=C1)C1=NN=NN1)F)C)C=1C=CC=2N(N1)C(=NN2)C